4-((3-fluoro-[1,1'-biphenyl]-4-yl)methyl)-2,5-dimethylthiophene FC=1C=C(C=CC1CC=1C=C(SC1C)C)C1=CC=CC=C1